N1C2=C(S[C@H](C1)[C@@H](C1=CC=CC=C1)NC[C@H](C)C=1C=C(C=CC1)CC(=O)O)N=CC=C2 |o1:15| 2-(3-((R or S)-1-(((R)-((R)-2,3-dihydro-1H-pyrido[2,3-b][1,4]thiazin-3-yl)(phenyl)methyl)amino)propan-2-yl)phenyl)acetic acid